C1(CC1)C1=CC(=NN1)NC1=NC(=NC2=CC=CC=C12)N1C2CN(C(C1)C2)S(=O)(=O)C=2C=C(C=CC2)C N-(5-cyclopropyl-1H-pyrazole-3-yl)-2-(5-(m-tolylsulfonyl)-2,5-diazabicyclo[2.2.1]heptan-2-yl)quinazolin-4-amine